[N+](=O)([O-])C=1C(=NC(=CC1)N1N=NC=C1)NC=1C=C2CC[C@H](C2=CC1)NC(C)=O (R)-N-(5-((3-nitro-6-(1H-1,2,3-triazol-1-yl)pyridin-2-yl)amino)-2,3-dihydro-1H-inden-1-yl)acetamide